CC1N(CCC1=O)C(=O)OC(C)(C)C tertbutyl 2-methyl-3-oxopyrrolidine-1-carboxylate